3-(4-methoxyphenyl)benzo[d][1,2,3]Triazine-4(3H)-one COC1=CC=C(C=C1)N1N=NC2=C(C1=O)C=CC=C2